4-(6-(8-oxa-3-azabicyclo[3.2.1]octane-3-yl)-3-chloropyridazin-4-yl)piperazine-1-carboxylic acid C12CN(CC(CC1)O2)C2=CC(=C(N=N2)Cl)N2CCN(CC2)C(=O)O